FC=1C(=CC2=C(C(C(O2)=O)(C)C)C1)CC(=O)NC1=CC(=NC=C1)C(=O)O 4-[[2-(5-fluoro-3,3-dimethyl-2-oxo-benzofuran-6-yl)acetyl]amino]pyridine-2-carboxylic acid